8-ethoxy-N-(2-methoxypyridin-3-yl)-2-((1R,4S)-1-methyl-2-oxabicyclo[2.2.1]hept-4-yl)imidazo[1,2-a]pyrazine-6-carboxamide C(C)OC=1C=2N(C=C(N1)C(=O)NC=1C(=NC=CC1)OC)C=C(N2)[C@]21CO[C@](CC2)(C1)C